9-nitro-1,2,3,4,4a,5-hexahydro-7H-benzo[e]pyrazino[2,1-c][1,4]oxazepine [N+](=O)([O-])C1=CC2=C(N3C(COC2)CNCC3)C=C1